C(CC)[NH3+] Propyl-ammonium